CC=1C=CC(=NC1)[Se][Se]C1=NC=C(C=C1)C 1,2-bis(5-methylpyridin-2-yl)diselane